zinc 2,3-diamino-tetraphenylporphyrin NC1=C2N(C(=C1N)C(=C1C(=C(C(=N1)C=C1C=CC(N1)=CC=1C=CC(N1)=C2)C2=CC=CC=C2)C2=CC=CC=C2)C2=CC=CC=C2)C2=CC=CC=C2.[Zn]